BrC1=CC(=C(C(=C1C(=O)OC)F)Cl)Cl methyl 6-bromo-3,4-dichloro-2-fluorobenzoate